2-(2,6-diisopropylphenyl)-6-(diisopropylphosphinomethyl)pyridine C(C)(C)C1=C(C(=CC=C1)C(C)C)C1=NC(=CC=C1)CP(C(C)C)C(C)C